COC(C(C(C(=O)OC)C(C)CC)(C#N)C(C)CC)=O 2,3-di-sec-butyl-2-cyano-butanedioic acid dimethyl ester